N-methyl-N-(6-(4-(((3S,5R)-3-methyl-5-(4-methyl-1-oxo-1,3-dihydroisobenzofuran-5-yl)piperazin-1-yl)methyl)-1H-pyrazol-1-yl)pyridin-2-yl)methanesulfonamide CN(S(=O)(=O)C)C1=NC(=CC=C1)N1N=CC(=C1)CN1C[C@@H](N[C@@H](C1)C=1C(=C2COC(C2=CC1)=O)C)C